ClC=1C=C2C(OCC=3C=CC(=CC3C3=CN=C(C(NS(C(C1O)=C2)(=O)=O)=C3)OC)F)=O 13-chloro-4-fluoro-14-hydroxy-19-methoxy-16,16-dioxo-9-oxa-16λ6-thia-17,20-diazatetracyclo[16.3.1.111,15.02,7]tricosa-1(21),2(7),3,5,11,13,15(23),18(22),19-nonaen-10-one